FC=1C=C(C(=O)C2=NC3=CC(=C(C(=C3C(N2)=O)OC)OC)OC)C=CC1OC 2-(3-fluoro-4-methoxybenzoyl)-5,6,7-trimethoxyquinazolin-4(3H)-one